C1(CC1)C1=CC=C(C(=O)NCCCC[C@@H](C=2NC(=CN2)C2=CC3=CC=CC=C3C=C2)NC(=O)C2=CN=CS2)C=C1 (S)-N-(5-(4-cyclopropylbenzamido)-1-(5-(naphthalen-2-yl)-1H-imidazol-2-yl)pentyl)thiazole-5-carboxamide